5-methyl-7-hydroxypyrazolo[1,5-a]pyrimidine CC1=NC=2N(C(=C1)O)N=CC2